FC=1C=C(C=CC1)CNC(=O)C=1C(=NC(=CC1C)N1CCOCC1)COC N-[(3-Fluorophenyl)-methyl]-2-(methoxymethyl)-4-methyl-6-morpholin-4-yl-pyridine-3-carboxylic acid amide